(2R,5S)-1-(3-bromo-2,6-dimethoxybenzoyl)-5-phenylpyrrolidine-2-carboxylic acid BrC=1C(=C(C(=O)N2[C@H](CC[C@H]2C2=CC=CC=C2)C(=O)O)C(=CC1)OC)OC